4-((R)-1-fluoro-1-((3-fluorophenyl)sulfonyl)ethyl)-N-(2-((S)-1-hydroxyethyl)pyridin-4-yl)piperidine F[C@](C)(S(=O)(=O)C1=CC(=CC=C1)F)C1CCN(CC1)C1=CC(=NC=C1)[C@H](C)O